Cl.FC=1C=C(C=CC1F)C(C(F)(F)F)N 1-(3,4-difluorophenyl)-2,2,2-trifluoroethan-1-amine hydrochloride